(R)-4-((4-((cyanomethyl)amino)pyrimidin-2-yl)amino)-2-fluoro-N-(8-methylisoquinolin-1-yl)-N-(piperidin-3-yl)benzamide C(#N)CNC1=NC(=NC=C1)NC1=CC(=C(C(=O)N([C@H]2CNCCC2)C2=NC=CC3=CC=CC(=C23)C)C=C1)F